CN(C(OC1=CC2=C(C3(N(C(O2)=O)CC2=C(C(=CC=C2)NS(NC)(=O)=O)F)CNC3)C=C1)=O)C 3'-({2-fluoro-3-[(methylsulfamoyl)amino]phenyl}methyl)-2'-oxo-2',3'-dihydrospiro[azetidine-3,4'-[1,3]benzoxazin]-7'-yl N,N-dimethylcarbamate